2-(4-chlorophenoxy)-N-[(3R,6S)-6-[5-[3cis-(trifluoromethoxy)cyclobutyl]-1,3,4-oxadiazol-2-yl]tetrahydropyran-3-yl]acetamide ClC1=CC=C(OCC(=O)N[C@H]2CO[C@@H](CC2)C=2OC(=NN2)C2(CCC2)OC(F)(F)F)C=C1